COC(=O)C1CC2CCC1O2 methyl endo-7-oxabicyclo[2.2.1]heptane-2-carboxylate